[K+].C(CC)C(C(=O)[O-])C(=O)[O-].[K+] 2-propylmalonic acid, potassium salt